BrC1=C(C=CC(=C1)Cl)C1=NOC(=C1)CO [3-(2-bromo-4-chlorophenyl)-1,2-oxazol-5-yl]methanol